(difluoro(2-(((3S,6S,9aS)-5-oxo-3-(3-(tetrahydro-2H-pyran-4-yl)azetidine-1-carbonyl)octahydro-1H-pyrrolo[1,2-a]azepin-6-yl)carbamoyl)benzo[b]thiophen-5-yl)methyl)phosphonic acid FC(C1=CC2=C(SC(=C2)C(N[C@H]2CCC[C@@H]3N(C2=O)[C@@H](CC3)C(=O)N3CC(C3)C3CCOCC3)=O)C=C1)(F)P(O)(O)=O